ethyl 2-(1-bromoimidazo[1,5-a]pyridin-3-yl)acetate BrC=1N=C(N2C1C=CC=C2)CC(=O)OCC